6-(isoindolin-2-yl)-1-naphthol C1N(CC2=CC=CC=C12)C=1C=C2C=CC=C(C2=CC1)O